C(C1=CC=CC=C1)OC(=O)NC(C\C=C(/C(=O)OC)\C[C@@H](C(=O)OC)NC(=O)OC(C)(C)C)(C)C dimethyl (2Z,4S)-2-[3-(benzyloxycarbonylamino)-3-methyl-butylidene]-4-(tert-butoxycarbonylamino)pentanedioate